C(C)C(C(=O)[O-])CCCC.C(CCC)[Sn+3].C(C)C(C(=O)[O-])CCCC.C(C)C(C(=O)[O-])CCCC monobutyl-tin 2-ethylhexanoate